(1,6-Dibromonaphthalen-2-yl)benzamide BrC1=C(C=CC2=CC(=CC=C12)Br)C1=C(C(=O)N)C=CC=C1